vanadium tributoxide [O-]CCCC.[O-]CCCC.[O-]CCCC.[V+3]